ClC=1C(=C(C=CC1)NC(=O)C1=CC(=CC=2NC(=NC21)NCC2(COC2)C)NC(=O)C2=C(C=CC=C2)C(F)(F)F)C N-(3-chloro-2-methylphenyl)-2-{[(3-methyloxetan-3-yl)methyl]amino}-6-({[2-(trifluoromethyl)phenyl]carbonyl}amino)-1H-benzimidazole-4-carboxamide